7-fluoro-4-methyl-2,3-dihydro-1,4-benzoxazine FC1=CC2=C(N(CCO2)C)C=C1